CC(CCCCCCCCCC)=O dodecaneOne